NC1=C(C=NN1C1=CC(=NC=C1[N+](=O)[O-])N1C[C@@H](OCC1)C)C(=O)OCC ethyl 5-amino-1-[2-[(2S)-2-methylmorpholin-4-yl]-5-nitro-4-pyridyl]pyrazole-4-carboxylate